N-((S)-1-cycloheptyl-2-((4-((R)-3-(4-methylpiperazin-1-yl)-3-oxo-2-propionamidopropyl)phenyl)amino)-2-oxoethyl)-1-(penta-1,4-dien-3-yl)-1H-pyrazole-5-carboxamide C1(CCCCCC1)[C@@H](C(=O)NC1=CC=C(C=C1)C[C@H](C(=O)N1CCN(CC1)C)NC(CC)=O)NC(=O)C1=CC=NN1C(C=C)C=C